(1r,3r)-3-(4-(3-Chloro-4-methoxypyrazolo[1,5-a]pyridin-6-yl)-5-methyl-1H-1,2,3-triazol-1-yl)cyclobutan-1-ol ClC=1C=NN2C1C(=CC(=C2)C=2N=NN(C2C)C2CC(C2)O)OC